BrC1=CN=CS1 5-bromothiazole